C1(CCC1)CC(CCCCC[C@@H](C=1OC(=CN1)C=1C=C2C=CC(=NC2=CC1OC)C)NC(=O)[C@H]1CC12CCN(CC2)C)=O (S)-N-((S)-8-cyclobutyl-1-(5-(7-methoxy-2-methylquinolin-6-yl)oxazol-2-yl)-7-oxooctyl)-6-methyl-6-azaspiro[2.5]octane-1-carboxamide